C(C)(C)N1N=C(C=C1C1[C@H]2CC(C[C@@H]12)N1CC2(CS(C2)(=O)=O)CC1)C(F)(F)F 6-((1R,3r,5S,6r)-6-(1-isopropyl-3-(trifluoromethyl)-1H-pyrazol-5-yl)bicyclo[3.1.0]hexan-3-yl)-2-thia-6-azaspiro[3.4]octane 2,2-dioxide